CCC(CO)C(=O)O The molecule is a branched-chain saturated fatty acid that is butanoic acid substituted by a hydroxymethyl group at position 2. It is a metabolite derived from the isoleucine metabolism. It has a role as a human metabolite. It is a short-chain fatty acid, a branched-chain saturated fatty acid and a hydroxy fatty acid. It is a conjugate acid of a 2-ethylhydracrylate.